C12CN(CC(C1)C2)C2=C(C=C(C=C2F)NC(=O)C=2N=C(OC2CC)N2CC1C(C2)COC1)F N-(4-(3-azabicyclo[3.1.1]heptan-3-yl)-3,5-difluorophenyl)-5-ethyl-2-(tetrahydro-1H-furo[3,4-c]pyrrol-5(3H)-yl)oxazole-4-carboxamide